[C@@H]12OC[C@@](CC1)(C2)C=2N=C1N(C=C(C(=C1)OC(C)C)C(=O)NC=1C(N(C=CC1)C1CC1)=O)C2 2-((1R,4S)-2-oxabicyclo[2.2.1]hept-4-yl)-N-(1-cyclopropyl-2-oxo-1,2-dihydropyridin-3-yl)-7-isopropoxyimidazo[1,2-a]pyridine-6-carboxamide